C(C)C=1C(=CC=C2C=C(C=C(C12)C1=C(C=2N=C(N=C(C2C(=N1)NC)N1C[C@@](CCC1)(O)C)OCC1(CC1)CO)F)OCOC)F (R)-1-(7-(8-ethyl-7-fluoro-3-(methoxymethoxy)naphthalen-1-yl)-8-fluoro-2-((1-(hydroxymethyl)cyclopropyl)methoxy)-5-(methylamino)pyrido[4,3-d]pyrimidin-4-yl)-3-methylpiperidin-3-ol